(R)-N-(6,7-dihydro-[1,4]dioxino[2',3':4,5]benzo[1,2-d]thiazol-2-yl)-2-hydroxypropanamide S1C(=NC2=C1C=C1C(=C2)OCCO1)NC([C@@H](C)O)=O